DABSYL-(dimethylaminoazobenzenesulfonic acid) S(=O)(=O)(C1=CC=C(N=NC2=CC=C(N(C)C)C=C2)C=C1)C=1C(=C(C=CC1)S(=O)(=O)O)N=NN(C)C